cis-(5S,7S)-2-(1-fluoro-1-methyl-propyl)-7-fluoro-5-phenyl-6,7-dihydro-5H-pyrrolo[1,2-b][1,2,4]triazole FC(CC)(C)C=1N=C2N(N1)[C@@H](C[C@@H]2F)C2=CC=CC=C2